N-benzyl-3-((tert-butyldimethylsilyl)oxy)propan-1-amine C(C1=CC=CC=C1)NCCCO[Si](C)(C)C(C)(C)C